1-isopropyl-7-(trifluoromethyl)-3-(2-((triisopropylsilyl)oxy)ethyl)-cinnolin C(C)(C)N1NC(=CC2=CC=C(C=C12)C(F)(F)F)CCO[Si](C(C)C)(C(C)C)C(C)C